FC1(C(C1)C1=CC=CC(=N1)C(=O)NC=1C(=C(C=2N(C1)C=C(N2)C2CCNCC2)F)C(C)(C)O)F 6-(2,2-difluorocyclopropyl)-N-(8-fluoro-7-(2-hydroxypropan-2-yl)-2-(piperidin-4-yl)imidazo[1,2-a]pyridin-6-yl)pyridinecarboxamide